C1(CC1)C=1C(=NON1)C(=O)N[C@@H](C1CCC(CC1)(F)F)C=1N=C2N(N=CC(=C2)[C@@H](COCC)NC(CC2CC(C2)(F)F)=O)C1 |o1:28| 4-Cyclopropyl-N-((S)-(7-((S*)-1-(2-(3,3-difluorocyclobutyl)acetamido)-2-ethoxyethyl)imidazo[1,2-b]pyridazin-2-yl)(4,4-difluorocyclohexyl)methyl)-1,2,5-oxadiazole-3-carboxamide